tert-butyl N-[(1S)-4-(2-amino-1H-imidazol-1-yl)-1-{[(3R)-1,4,4-trimethylpyrrolidin-3-yl] carbamoyl}butyl]carbamate NC=1N(C=CN1)CCC[C@@H](C(N[C@H]1CN(CC1(C)C)C)=O)NC(OC(C)(C)C)=O